N-(quinoline-8-sulfonyl)-1-benzofuran-2-carboxamide N1=CC=CC2=CC=CC(=C12)S(=O)(=O)NC(=O)C=1OC2=C(C1)C=CC=C2